(R)-6-((1-(4-(6-((3-methoxyazetidin-1-yl)methyl)pyridazin-3-yl)phenyl)pyrrolidin-3-yl)oxy)-2,5,7-trimethyl-[1,2,4]triazolo[1,5-a]pyrimidine COC1CN(C1)CC1=CC=C(N=N1)C1=CC=C(C=C1)N1C[C@@H](CC1)OC=1C(=NC=2N(C1C)N=C(N2)C)C